C1(=CC=CC=C1)S(=O)(=O)O\N=C\1/C(=CC(C(=C1)C1CCCCC1)=O)C [(Z)-(5-cyclohexyl-2-methyl-4-oxocyclohexa-2,5-dien-1-ylidene)amino] benzenesulfonate